Hexyl ((S)-3-cyclohexyl-1-(((S)-5-(2,3-dihydrobenzo[f][1,4]oxazepin-4(5H)-yl)-1-hydroxy-5-oxopentan-2-yl)amino)-1-oxopropan-2-yl)carbamate C1(CCCCC1)C[C@@H](C(=O)N[C@H](CO)CCC(=O)N1CCOC2=C(C1)C=CC=C2)NC(OCCCCCC)=O